6-(3-Cyclopropylchlorocyclobutan-1-yl)quinoline-4-carboxylic acid C1(CC1)C1CC(C1)(C=1C=C2C(=CC=NC2=CC1)C(=O)O)Cl